OC1(C(C(N(C2=NC=CC=C12)CC1=CC=C(C=C1)F)=O)C(=O)NC12CC(C1)C2)O 4-hydroxy-N-(1-bicyclo[1.1.1]pentanyl)-1-[(4-fluorophenyl)methyl]-4-hydroxy-2-oxo-1,8-naphthyridine-3-carboxamide